ClC1=C2C(=NC=C1)NC(=C2C=2C=CC(=C(C2)NC(C=C)=O)C)C2=CC=C(C=C2)C(=O)N2CCOCC2 N-(5-(4-chloro-2-(4-(morpholine-4-carbonyl)phenyl)-1H-pyrrolo[2,3-b]pyridin-3-yl)-2-methylphenyl)acrylamide